(R)-4-bromo-3-fluoro-N-methyl-N-(1-(1-oxo-1,2-dihydroisoquinolin-4-yl)ethyl)benzamide BrC1=C(C=C(C(=O)N([C@H](C)C2=CNC(C3=CC=CC=C23)=O)C)C=C1)F